FC1=CC=C(C=C1)C1=NOC(=N1)C1CN(C1)C(CC1=NON=C1C)=O 1-(3-(3-(4-fluorophenyl)-1,2,4-oxadiazol-5-yl)azetidin-1-yl)-2-(4-methyl-1,2,5-oxadiazol-3-yl)ethan-1-one